CN(C1=C(C(=NC=2N1N=CN2)C)CC2=CC=C(C=C2)P(O)(=O)C)C (4-((7-(dimethylamino)-5-methyl-[1,2,4]triazolo[1,5-a]pyrimidin-6-yl)methyl)phenyl)(methyl)phosphinic acid